N-((7R)-2-cyano-2-azabicyclo[2.2.1]heptan-7-yl)-5-(2-phenoxyphenyl)thiazole-2-carboxamide C(#N)N1C2CCC(C1)[C@H]2NC(=O)C=2SC(=CN2)C2=C(C=CC=C2)OC2=CC=CC=C2